1-(5-(5-chloro-2-methoxypyridin-4-yl)-1H-pyrazole-3-carbonyl)-N-((3,3-difluorocyclobutyl)methyl)piperidine-4-carboxamide ClC=1C(=CC(=NC1)OC)C1=CC(=NN1)C(=O)N1CCC(CC1)C(=O)NCC1CC(C1)(F)F